O=C1N(C(C=C1)=O)CCCC[C@H](NC(CCOCCOCCOCCOCCOC)=O)C(=O)O (19S)-19-[4-(2,5-dioxo-2,5-dihydro-1H-pyrrol-1-yl)butyl]-17-oxo-2,5,8,11,14-pentaoxa-18-azaicosan-20-oic acid